((5aS,6R,11bR)-14-(cyclopropylmethyl)-5a,10-dihydroxy-1,2,5,5a,6,7-hexahydro-6,11b-(epiminoethano)naphtho[1,2-d]azepin-3(4H)-yl)(phenyl)methanone C1(CC1)CN1CC[C@]23CCN(CC[C@]2([C@H]1CC1=CC=C(C=C13)O)O)C(=O)C1=CC=CC=C1